benzyl (((1S,2R)-2-(hydroxymethyl)cyclopropyl)methyl)carbamate OC[C@H]1[C@H](C1)CNC(OCC1=CC=CC=C1)=O